Cl.C1NCC12CC(CC2)=O 2-azaspiro[3.4]octan-6-one HCl salt